(2R,6R)-2-amino-2-(2-fluoro-3-(trifluoromethoxy)phenyl)-6-hydroxycyclohexane-1-one hydrochloride Cl.N[C@@]1(C([C@@H](CCC1)O)=O)C1=C(C(=CC=C1)OC(F)(F)F)F